tert-Butyl 4-((6-bromopyridazin-3-yl)oxy)piperidine-1-carboxylate BrC1=CC=C(N=N1)OC1CCN(CC1)C(=O)OC(C)(C)C